6-((3-methyl-5-((2-methyl-2-azaspiro[3.3]heptan-6-yl)amino)-1-oxoisoindolin-2-yl)methyl)benzo[d]oxazol-2(3H)-one CC1N(C(C2=CC=C(C=C12)NC1CC2(CN(C2)C)C1)=O)CC1=CC2=C(NC(O2)=O)C=C1